C(C)C(CC1=C(C2C(C(C1C2)C(=O)O)C(=O)O)CC(CCCC)CC)CCCC di(2-ethylhexyl)bicyclo[2.2.1]hept-5-ene-2,3-dicarboxylic acid